BrC1=CC=C(C=C1)SC=1C=NC=CC1C(NO)=N 3-[(4-bromophenyl)sulfanyl]-N-hydroxypyridine-4-carboximidamide